3,5-bis(methylthio)-1,2,4-triazole CSC1=NNC(=N1)SC